5-(2-chloro-3-fluorophenyl)-3-(((6-fluoropyridin-2-yl)methyl)amino)-4H-benzo[e][1,2,4]thiadiazine 1,1-dioxide ClC1=C(C=CC=C1F)C1=CC=CC2=C1NC(=NS2(=O)=O)NCC2=NC(=CC=C2)F